6-(3-azabicyclo[3.1.0]hexan-3-yl)quinoline-4-carboxylic acid C12CN(CC2C1)C=1C=C2C(=CC=NC2=CC1)C(=O)O